(3-Bromoimidazo[1,2-a]pyridin-8-yl)(pyrrolidin-1-yl)methanone BrC1=CN=C2N1C=CC=C2C(=O)N2CCCC2